6-[7-fluoro-2-[(3S,4S)-3-fluoro-1-methyl-4-piperidyl]indazol-5-yl]-2,8-dimethyl-imidazo[1,2-b]pyridazine FC1=CC(=CC2=CN(N=C12)[C@@H]1[C@H](CN(CC1)C)F)C=1C=C(C=2N(N1)C=C(N2)C)C